C(C1CO1)OC(C#N)(C(C#N)C1=CC=CC=C1)C1=CC=CC=C1 glycidoxy-2,3-diphenylsuccinonitrile